OC=1C(=NC(=CN1)C1=CC=C(C=C1)C(C)C)C(=O)NCC(=O)O (3-hydroxy-6-(4-isopropylphenyl)pyrazine-2-carbonyl)glycine